N-(1-(methylsulfonyl)piperidin-4-yl)pyrazolo[1,5-a]pyrimidine-3-carboxamide CS(=O)(=O)N1CCC(CC1)NC(=O)C=1C=NN2C1N=CC=C2